CC1=NOC(=C1C=1C=C2C(=NC1)C(=CN2C(C)C2=NC=CC=C2)C2=CC=C(C=C2)CC(=O)OC)C methyl 2-(4-(6-(3,5-dimethylisoxazol-4-yl)-1-(1-(pyridin-2-yl)ethyl)-1H-pyrrolo[3,2-b]pyridin-3-yl)phenyl)acetate